4-Chloro-3-nitrophenyl-acetic acid ClC1=C(C=C(C=C1)CC(=O)O)[N+](=O)[O-]